2-{[(tert-butoxy)carbonyl]amino}-2-(3-nitrophenyl)acetic acid C(C)(C)(C)OC(=O)NC(C(=O)O)C1=CC(=CC=C1)[N+](=O)[O-]